1,3-dimethyl-5-(4,4,5,5-tetramethyl-1,3,2-dioxaborolan-2-yl)pyridin-2(1H)-one CN1C(C(=CC(=C1)B1OC(C(O1)(C)C)(C)C)C)=O